S1C(=NC=C1)C=C thiazolyl-ethylene